4-((S)-4-acryloyl-2-methylpiperazin-1-yl)-6-fluoro-7-(2-fluoro-6-hydroxyphenyl)-1-(4-methyl-2-(methylsulfonyl)pyridin-3-yl)pyrido[2,3-d]pyrimidin-2(1H)-one C(C=C)(=O)N1C[C@@H](N(CC1)C=1C2=C(N(C(N1)=O)C=1C(=NC=CC1C)S(=O)(=O)C)N=C(C(=C2)F)C2=C(C=CC=C2O)F)C